(M)-3-chloro-4-((5-fluoropyridin-2-yl)methoxy)-2'-(2-(2-hydroxypropan-2-yl)-5-methylpyrimidin-4-yl)-5',6-dimethyl-2H-[1,4'-bipyridin]-2-one ClC=1C(N(C(=CC1OCC1=NC=C(C=C1)F)C)C1=CC(=NC=C1C)C1=NC(=NC=C1C)C(C)(C)O)=O